2-(2-(methylsulfonyl)pyrimidin-5-yl)benzamide CS(=O)(=O)C1=NC=C(C=N1)C1=C(C(=O)N)C=CC=C1